C(C1=CC=CC=C1)OC1=CC=C2CCCC3(C2=C1)CC(C(CC3)C(=O)OC)=O Methyl 7'-(benzyloxy)-3-oxo-3',4'-dihydro-2'H-spiro[cyclohexane-1,1'-naphthalene]-4-carboxylate